NC(CCN(C([C@H](F)Cl)=O)NC(=O)[C@H](CC(C)C)NC(OCC1=CC=CC=C1)=O)=O Benzyl N-[(1S)-1-[[(3-amino-3-oxo-propyl)-[(2R)-2-chloro-2-fluoro-acetyl]amino]carbamoyl]-3-methyl-butyl]carbamate